4-(3,3-dimethylpiperazin-1-yl)-N-(8-fluoro-2-methylimidazo[1,2-a]pyridin-6-yl)-2,3-dihydro-1H-pyrrolo[2,3-b]pyridine-1-carboxamide 2,2,2-trifluoroacetate FC(C(=O)O)(F)F.CC1(CN(CCN1)C1=C2C(=NC=C1)N(CC2)C(=O)NC=2C=C(C=1N(C2)C=C(N1)C)F)C